C(#C)C1=NC(=CC(=C1)N)C#C 2,6-diethynylpyridin-4-amine